C(C)(C)(C)OC(=O)NC1=NC=C(C(=O)O)C=C1 6-((t-Butoxycarbonyl)amino)nicotinic acid